FC(OC1=CC=C2C(=CNC2=C1)CCNC1=NC(=NC2=C1OCCN2)C=2C(=NC=CC2)O)(F)F 3-[4-[2-[6-(trifluoromethoxy)-1H-indol-3-yl]ethylamino]-7,8-dihydro-6H-pyrimido[5,4-b][1,4]oxazin-2-yl]pyridin-2-ol